O=C1[C@H]2[C@@H]3CC[C@H]([C@@H](CCC(=O)OC)C)[C@]3(CC[C@@H]2[C@]2(CCC=C[C@H]2C1)C)C methyl 7-oxo-5β-chol-3-eneoate